N1(CCC1)C1=CC=C2C3(CC=4C(=NOC4C2=C1)NS(=O)(=O)C1=C(C=C(C=C1OC)C(=O)N1C(COCC1)C(F)F)OC)CC3 N-(8'-(azetidin-1-yl)-4'H-spiro[cyclopropane-1,5'-naphtho[2,1-d]isoxazol]-3'-yl)-4-(3-(difluoromethyl)morpholine-4-carbonyl)-2,6-dimethoxybenzenesulfonamide